ClC=1C=CC=2C=C3N(C=4C=CC=CC4C4=CC=CC=C34)C2C1 11-chloroindolo[1,2-f]phenanthridine